C(CCC)C1=CC=C(C=C1)Br 4-(n-butyl)phenyl bromide